rel-N-[(5R,6S)-5-[(2,2'-difluoro[1,1'-biphenyl]-3-yl)methyl]-4-oxo-3-(propan-2-yl)-3,4,5,6,7,8-hexahydroquinazolin-6-yl]methanesulfonamide FC1=C(C=CC=C1C[C@@H]1C=2C(N(C=NC2CC[C@@H]1NS(=O)(=O)C)C(C)C)=O)C1=C(C=CC=C1)F |o1:8,17|